methyl-lauroyl-alanine CN([C@@H](C)C(=O)O)C(CCCCCCCCCCC)=O